tert-butyl 6-(6-((6-amino-2-(difluoro methyl)pyrimidin-4-yl)amino)-4-(ethylamino)nicotinamido)-2-azaspiro[3.3]heptane-2-carboxylate NC1=CC(=NC(=N1)C(F)F)NC1=NC=C(C(=O)NC2CC3(CN(C3)C(=O)OC(C)(C)C)C2)C(=C1)NCC